CC1(CCC2=C(NC1=O)N=CC(=C2)\C=C\C(=O)N(CC2=C(OC1=C2C=CC=C1)C)C)NC(OC(C)(C)C)=O tert-Butyl (e)-(7-methyl-3-(3-(methyl((2-methylbenzofuran-3-yl)methyl)amino)-3-oxoprop-1-en-1-yl)-8-oxo-6,7,8,9-tetrahydro-5H-pyrido[2,3-b]azepin-7-yl)carbamate